5-hydroxy-4-(2-hydroxyethyl)-6-methoxy-1-benzothiophene-2-carboxylic acid methyl ester COC(=O)C=1SC2=C(C1)C(=C(C(=C2)OC)O)CCO